Br.S1SCN=C1N 1,2,4-dithiazol-5-amine hydrogen bromide